FC(C(CC=C)(O)C1=CC=C(C=C1)OC)(I)F 1,1-difluoro-1-iodo-2-(4-methoxyphenyl)pent-4-en-2-ol